C[Si](C(C(C(F)(F)F)(F)F)(F)F)(C)C 1-(trimethylsilyl)heptafluoropropane